S(C#N)C=1C(=CC(=C(C1)N=NC1=CC=C(C=C1)N)[N+](=O)[O-])[N+](=O)[O-] N-[4-(5-thiocyanato-2,4-dinitro-phenylazo)-phenyl]-amine